CCCCCCCCCCCCCCCCCCCCC(=O)OC[C@H](COP(=O)(O)OC[C@H](CO)O)OC(=O)CCCCCCC/C=C\CCCCCCCCC 1-heneicosanoyl-2-(9Z-nonadecenoyl)-glycero-3-phospho-(1'-sn-glycerol)